C1(CC1)C1=NC(=NO1)C=1C=C2CC[C@H](C2=CC1)NC(=O)C=1C=NN(C1)CCOC (R)-N-(5-(5-cyclopropyl-1,2,4-oxadiazol-3-yl)-2,3-dihydro-1H-inden-1-yl)-1-(2-methoxyethyl)-1H-pyrazole-4-carboxamide